(R)-4-benzyl-2-(2-oxoethyl)piperazine-1-carboxylic acid tert-butyl ester C(C)(C)(C)OC(=O)N1[C@@H](CN(CC1)CC1=CC=CC=C1)CC=O